ClC1=C(C=C(OCC=2C=C(C=CC2OC)/C=C/C(=O)C2=C(C=C(C=C2)O)O)C=C1C)C (E)-3-[3-[(4-Chloro-3,5-dimethylphenoxy)methyl]-4-methoxyphenyl]-1-(2,4-dihydroxyphenyl)prop-2-en-1-one